C(CC)C(CC[C@H](N)C(=O)O)N delta-1-propyl-ornithine